NC1=C(C(=CC=C1)Cl)C(=O)C1=C(C=CC=C1F)Cl (2-amino-6-chloro-phenyl)-(2-chloro-6-fluorophenyl)methanone